dihydro-1,3-dioxoisobenzofuran-5-carboxylate O=C1OC(C2CC(=CC=C12)C(=O)[O-])=O